C[C@H]1OC2=C(N(C1=O)CC1=NC(=CC=C1)OC(F)(F)F)C=CC(=C2)NC(=O)NC2(CCCC2)C 1-[(2R)-2-methyl-3-oxo-4-{[6-(trifluoromethoxy)pyridin-2-yl]methyl}-2H-1,4-benzoxazin-7-yl]-3-(1-methylcyclopentyl)urea